(3R)-1-[7-(8-chloronaphthalen-1-yl)-2-[(1-methylpyrrolidin-2-yl)methoxy]pyrido[2,3-d]pyrimidin-4-yl]-3-methylpiperazine ClC=1C=CC=C2C=CC=C(C12)C=1C=CC2=C(N=C(N=C2N2C[C@H](NCC2)C)OCC2N(CCC2)C)N1